N[C@H](C(=O)NCCCC[C@@H](C(=O)OC(C)(C)C)NC(=O)N[C@H](C(=O)OC(C)(C)C)CCC(=O)OC(C)(C)C)CC1=CSC2=C1C=CC=C2 di-tert-butyl (2S)-2-({[(2S)-6-{[(2S)-2-amino-3-(1-benzothiophen-3-yl)propanoyl]amino}-1-tert-butoxy-1-oxohexan-2-yl]carbamoyl}amino)pentanedioate